C(C)(C)(C)OC(=O)C1=C2C(=C(NC2=CC=C1Cl)C)C(C1=CC=CC=C1)=O tert-butoxycarbonyl-3-benzoyl-5-chloro-2-methylindole